BrC1=CN=C(C=2N1N=CN2)N2CCC1([C@@H]([C@@H](OC1)C)NC(OC(C)(C)C)=O)CC2 tert-Butyl N-[(3S,4S)-8-{5-bromo-[1,2,4]triazolo[1,5-a]pyrazin-8-yl}-3-methyl-2-oxa-8-azaspiro[4.5]decan-4-yl]carbamate